ethyl 4-[[(1R)-2-hydroxy-1-phenyl-ethyl]amino]-2-(3-methyl-4-methylsulfonyl-anilino)pyrimidine-5-carboxylate OC[C@@H](C1=CC=CC=C1)NC1=NC(=NC=C1C(=O)OCC)NC1=CC(=C(C=C1)S(=O)(=O)C)C